CC=1C=C2C(C=C(OC2=C(C1)C(C)NC1=C(C(=O)O)C=CC=C1)C=1C=NC=CC1)=O 2-[1-[6-Methyl-4-oxo-2-(3-pyridyl)chromen-8-yl]ethylamino]benzoic acid